CNCC1=NC(=CC2=C1CNC2=O)N2[C@@H](CCC2)C (R)-4-((methylamino)methyl)-6-(2-methylpyrrolidin-1-yl)-2,3-dihydro-1H-pyrrolo[3,4-c]pyridin-1-one